N-(2-chlorophenyl)-2-(5-(trifluoromethyl)-1,2,4-oxadiazol-3-yl)-6,7-dihydrothieno[3,2-c]pyridine-5(4H)-carboxamide ClC1=C(C=CC=C1)NC(=O)N1CC2=C(CC1)SC(=C2)C2=NOC(=N2)C(F)(F)F